3-azido-5-bromo-4-isopropyl-1,2,3,3a,4,8b-hexahydrocyclopenta[b]indole-7-carboxylic acid methyl ester COC(=O)C1=CC=2C3C(N(C2C(=C1)Br)C(C)C)C(CC3)N=[N+]=[N-]